C(C)C(COC(C=1C(C(=O)O)=CC(C(=O)O)=C(C(=O)O)C1)=O)CCCC pyromellitic acid (2-ethylhexyl) ester